FC1(CCN(CC1)CCCCCCCSC1=C2C(N(C(C2=C(C=C1)F)=O)C1C(NC(CC1)=O)=O)=O)F 4-((7-(4,4-difluoropiperidin-1-yl)heptyl)thio)-2-(2,6-dioxopiperidin-3-yl)-7-fluoroisoindoline-1,3-dione